CC(CC1=CC=CC=C1)(O)C α,α-dimethylphenylethanol